N([O-])=NO.[Na+] trans-sodium hyponitrite